C(C1CO1)OC=1C=C(N(CC2CO2)CC2CO2)C=CC1 m-(2,3-epoxypropoxy)-N,N-bis(2,3-epoxypropyl)aniline